2-[(3-methoxyphenyl)amino]but-3-en-1-ol COC=1C=C(C=CC1)NC(CO)C=C